FC=1C(=CC=C2C(=NN(C12)C)C1C(NC(CC1)=O)=O)N1CCC(CC1)CN1CCNCC1 3-[7-Fluoro-1-methyl-6-[4-(piperazin-1-ylmethyl)-1-piperidyl]indazol-3-yl]piperidine-2,6-dione